1-ethyl-3-(3-isopropylphenyl)-8-((tetrahydro-2H-pyran-4-yl)methyl)-1,3,8-triazaspiro[4.5]decane-2,4-dione C(C)N1C(N(C(C12CCN(CC2)CC2CCOCC2)=O)C2=CC(=CC=C2)C(C)C)=O